BrC=1C=C2CN(C(C2=C(C1)OC)=O)C1C(NC(CC1)=O)=O 3-(5-bromo-7-methoxy-1-oxo-isoindolin-2-yl)piperidine-2,6-dione